C(C)(C)(C)OC(NC1CN(CCC1)C=1C=NC(=CC1)C)=O [1-(6-methyl-3-pyridinyl)-3-piperidinyl]carbamic acid tert-butyl ester